N-(3-chloro-5-(methylsulfonyl)phenyl)-4-(3,5-difluoropyridin-2-yl)-5-ethylthiophene-2-carboxamide ClC=1C=C(C=C(C1)S(=O)(=O)C)NC(=O)C=1SC(=C(C1)C1=NC=C(C=C1F)F)CC